N-(4-bromobenzyl)-1-(2-(3-fluoro-4-(trifluoromethyl)phenyl)-2H-pyrazolo[3,4-d]pyrimidin-4-yl)piperidine-3-carboxamide BrC1=CC=C(CNC(=O)C2CN(CCC2)C=2C=3C(N=CN2)=NN(C3)C3=CC(=C(C=C3)C(F)(F)F)F)C=C1